2-(4-(2-(Pyridin-2-yldisulfaneyl)ethyl)piperazin-1-yl)ethyl 4-(bis(2-hydroxydecyl)amino)pentanoate OC(CN(C(CCC(=O)OCCN1CCN(CC1)CCSSC1=NC=CC=C1)C)CC(CCCCCCCC)O)CCCCCCCC